tert-Butyl 3-(2-(diethylamino)-2-oxoethyl)-4-methoxy-1H-indole-1-carboxylate C(C)N(C(CC1=CN(C2=CC=CC(=C12)OC)C(=O)OC(C)(C)C)=O)CC